(S)-5-amino-3-((2-chloro-5-(methylcarbamoyl)phenyl)ethynyl)-1-(pyrrolidin-3-yl)-1H-pyrazole-4-carboxamide hydrochloride Cl.NC1=C(C(=NN1[C@@H]1CNCC1)C#CC1=C(C=CC(=C1)C(NC)=O)Cl)C(=O)N